2-[4-[(2-ethyl-4-oxo-quinazolin-3-yl)methyl]-1-piperidyl]-N-ethyl-sulfonyl-benzamide C(C)C1=NC2=CC=CC=C2C(N1CC1CCN(CC1)C1=C(C(=O)NS(=O)(=O)CC)C=CC=C1)=O